ClC1=NC(=C2N=CN(C2=N1)CCC1=NC=CC=C1)NN=CC1=CC(=CC=C1)C 2-chloro-6-(2-(3-methylbenzylidene)hydrazinyl)-9-(2-(pyridin-2-yl)ethyl)-9H-purine